(3-chloro-2-(methylamino)pyridin-4-yl)(3,5-dichloropyrazin-2-yl)methanone methyl-(4-(2-chloro-4-fluorophenyl)-1-oxo-1,2-dihydroisoquinolin-7-yl)alaninate CN([C@@H](C)C(=O)O)C1=CC=C2C(=CNC(C2=C1)=O)C1=C(C=C(C=C1)F)Cl.ClC=1C(=NC=CC1C(=O)C1=NC=C(N=C1Cl)Cl)NC